2-methylsulfanyl-pyrimidine-5-carbaldehyde CSC1=NC=C(C=N1)C=O